(2-methoxy-1,1-difluoro-2-ethoxycarbonyl)-4-bromopyridine COC(C(F)F)OC(=O)C1=NC=CC(=C1)Br